5-methoxy-2-(trifluoromethyl)benzoic acid methyl ester COC(C1=C(C=CC(=C1)OC)C(F)(F)F)=O